1-(6-((4-((4-((5-amino-1-(2,6-difluorobenzoyl)-1H-1,2,4-triazol-3-yl)amino)phenyl)sulfonyl)piperazin-1-yl)methyl)pyridin-3-yl)dihydropyrimidine-2,4(1H,3H)-dione NC1=NC(=NN1C(C1=C(C=CC=C1F)F)=O)NC1=CC=C(C=C1)S(=O)(=O)N1CCN(CC1)CC1=CC=C(C=N1)N1C(NC(CC1)=O)=O